C(C)N1C[C@H]2N(C3=C1C=C(C=N3)C(F)(F)F)CCNC2 (S)-5-ethyl-3-(trifluoromethyl)-5,6,6a,7,9,10-hexahydro-8H-pyrazino[1,2-a]pyrido[3,2-e]pyrazin